2-[(1R,5S)-3-azabicyclo[3.1.0]hexan-3-yl]-8-bromo-6-fluoro-3-methyl-quinazolin-4-one [C@@H]12CN(C[C@H]2C1)C1=NC2=C(C=C(C=C2C(N1C)=O)F)Br